2-(1-chloroethyl)-3-methyl-5-(2-methyl-4-(6-(trifluoromethyl)-quinazolin-2-yl)phenyl)-6,7-dihydropyrazolo[1,5-a]pyrazin-4(5H)-one ClC(C)C1=NN2C(C(N(CC2)C2=C(C=C(C=C2)C2=NC3=CC=C(C=C3C=N2)C(F)(F)F)C)=O)=C1C